FC=1C=C(C=CC1OC1=CC=NC2=CC(=C(C=C12)OC)OCCCN1CCOCC1)NC(=O)C1(C(C1)(C)C)C(=O)NC1=CC=C(C=C1)F N-[3-fluoro-4-({6-(methyloxy)-7-[(3-morpholin-4-ylpropyl)oxy]quinolin-4-yl}oxy)phenyl]-N'-(4-fluorophenyl)-2,2-dimethylcyclopropane-1,1-dicarboxamide